((4-bromo-2-fluorophenyl)amino)-2-(2-(tert-butoxy)ethoxy)-5-chloro-7-methyl-3,4-dihydro-2,7-naphthyridine-1,6(2H,7H)-dione BrC1=CC(=C(C=C1)NC1N(C(C2=CN(C(C(=C2C1)Cl)=O)C)=O)OCCOC(C)(C)C)F